(4-methyl-6,7-dihydro-5H-cyclopenta[b]pyridin-6-yl)methanol Lithium aluminum hydride [AlH4-].[Li+].CC1=C2C(=NC=C1)CC(C2)CO